FC=1C(=C(C=C(C1)C(C)(C)OC)[C@@H](C(=O)O)N1C[C@@H](CC1)OCCCCCC1=NC=2NCCCC2C(=C1)C)OC (S)-2-(3-fluoro-2-methoxy-5-(2-methoxypropan-2-yl)phenyl)-2-((R)-3-((5-(4-methyl-5,6,7,8-tetrahydro-1,8-naphthyridin-2-yl)pentyl)oxy)pyrrolidin-1-yl)acetic acid